((1R,3s)-3-((R)-1-((5-((5-fluoropyridin-2-yl)oxy)pyridin-2-yl)amino)-1-oxopropan-2-yl)cyclohexyl)pyridine 1-oxide FC=1C=CC(=NC1)OC=1C=CC(=NC1)NC([C@H](C)[C@@H]1C[C@@H](CCC1)C1=[N+](C=CC=C1)[O-])=O